3-[4-[(2-phenylimidazol-1-yl)methyl]phenyl]-5-(trifluoromethyl)-1,2,4-oxadiazole C1(=CC=CC=C1)C=1N(C=CN1)CC1=CC=C(C=C1)C1=NOC(=N1)C(F)(F)F